Cl.Cl.ClC1=C(C=CC=2N(C=NC21)CCC[C@H]2NCCC[C@@H]2O)C(F)(F)F (2R,3S)-2-(3-(4-chloro-5-(trifluoromethyl)-1H-benzo[d]imidazol-1-yl)propyl)piperidin-3-ol dihydrochloride